N(=[N+]=[N-])CC=1N=C2N(C=C(C=C2N2CCN(CC2)C)C2CC2)C1 2-(azidomethyl)-6-cyclopropyl-8-(4-methylpiperazin-1-yl)imidazo[1,2-a]Pyridine